ClC=1N=C2C(=C(C(N(C2=CC1)C)=O)C#N)N1CCC(CC1)OC1=CC(=C(C=C1)Cl)OC 6-Chloro-4-(4-(4-chloro-3-methoxyphenoxy)piperidin-1-yl)-1-methyl-2-oxo-1,2-dihydro-1,5-naphthyridin-3-carbonitril